C(C)(C)(C)OC(CC=1C(=NC(=CC1)OC)Cl)=O 2-(2-chloro-6-methoxypyridin-3-yl)acetic acid tert-butyl ester